(3S)-N-{1-[2-cyano-4-(trifluoromethyl)phenyl]-4-{2'-ethoxy-[2,3'-bipyridinyl]-5-yl}piperidin-4-yl}-3-(methylamino)pyrrolidine-1-carboxamide C(#N)C1=C(C=CC(=C1)C(F)(F)F)N1CCC(CC1)(C=1C=CC(=NC1)C=1C(=NC=CC1)OCC)NC(=O)N1C[C@H](CC1)NC